Tert-Butyl (S)-(1-(7-acetyl-3-(4-chloro-3-(N-(4-methoxybenzyl)methylsulfonamido)-1-methyl-1H-indazol-7-yl)-4-oxo-3,4-dihydroquinazolin-2-yl)-2-(3,5-difluorophenyl)ethyl)carbamate C(C)(=O)C1=CC=C2C(N(C(=NC2=C1)[C@H](CC1=CC(=CC(=C1)F)F)NC(OC(C)(C)C)=O)C=1C=CC(=C2C(=NN(C12)C)N(S(=O)(=O)C)CC1=CC=C(C=C1)OC)Cl)=O